(2-dimethylaminoethyl)-2-[4-[4-[[5-[(2S,3R,4S,5S,6R)-6-ethyl-3,4,5-trihydroxy-tetrahydropyran-2-yl]-2-methyl-phenyl]methyl]phenyl]butanoylamino]-2-methyl-propionamide CN(CCCC(C(=O)N)(C)NC(CCCC1=CC=C(C=C1)CC1=C(C=CC(=C1)[C@@H]1O[C@@H]([C@H]([C@@H]([C@H]1O)O)O)CC)C)=O)C